(S)-N-(3-(2,4-difluorophenyl)1-(6-hydroxy-2-azaspiro[3.3]heptan-2-yl)1-oxopropan-2-yl)5-methyl-1H-pyrrolo[2,3-b]pyridine-2-carboxamide FC1=C(C=CC(=C1)F)C[C@@H](C(=O)N1CC2(C1)CC(C2)O)NC(=O)C2=CC=1C(=NC=C(C1)C)N2